C1C2CC3C1C3C2=O anti-3-oxotricyclo[2.2.1.02,6]heptane-7-carboxylic acid